tert-butyl-(3S)-8,8-difluoro-3-(hydroxymethyl)-4-azabicyclo[5.1.0]octane C(C)(C)(C)C12C[C@H](NCCC2C1(F)F)CO